C(C1=CC=CC=C1)(=O)OOOC(C)(C)CCC tert-hexylperoxy Benzoate